quinoxaline-2,3-dicarboxylate N1=C(C(=NC2=CC=CC=C12)C(=O)[O-])C(=O)[O-]